C1(CCCC1)CNC=1C2=C(N=C(N1)NC1=C(C=C(C=C1)S(=O)(=O)C)OC)NC=C2C(F)(F)F N4-(cyclopentylmethyl)-N2-(2-methoxy-4-(methyl-sulfonyl)phenyl)-5-(trifluoromethyl)-7H-pyrrolo[2,3-d]pyrimidine-2,4-diamine